rac-2-amino-2-(4-bromopyridin-2-yl)propionic acid methyl ester COC([C@@](C)(C1=NC=CC(=C1)Br)N)=O |r|